(S)-methyl 5-(7-acetamido-2-(1-(3-ethoxy-4-methoxyphenyl)-2-(methylsulfonyl)ethyl)-1,3-dioxoisoindolin-5-yl)pent-4-ynoate C(C)(=O)NC=1C=C(C=C2C(N(C(C12)=O)[C@H](CS(=O)(=O)C)C1=CC(=C(C=C1)OC)OCC)=O)C#CCCC(=O)OC